2-(5-(4-fluorophenyl)-3-(7-hydroxy-1-methyl-1H-pyrrolo[2,3-c]pyridin-3-yl)-1H-indol-1-yl)acetamide FC1=CC=C(C=C1)C=1C=C2C(=CN(C2=CC1)CC(=O)N)C1=CN(C2=C(N=CC=C21)O)C